N-[2-[4-amino-7-(1H-pyrazol-5-yl)-1H-pyrrolo[3,2-c]quinolin-2-yl]ethyl]propanamide hydrate O.NC1=NC=2C=C(C=CC2C2=C1C=C(N2)CCNC(CC)=O)C2=CC=NN2